2-[4-[6-[3-(6-methyl-2-pyridyl)-1H-pyrazol-4-yl]-1,5-naphthyridin-3-yl]pyrazol-1-yl]-1-piperazin-1-yl-ethanone CC1=CC=CC(=N1)C1=NNC=C1C=1N=C2C=C(C=NC2=CC1)C=1C=NN(C1)CC(=O)N1CCNCC1